OC(CCCOC(CCC1=CC=C(C=C1)O)=O)CCCCCCCCCCCCCC 4-hydroxy-octadecyl-3-4-hydroxy-phenylpropionate